7-methyl-N-(4-methyl-1,1-dioxidotetrahydro-2H-thiopyran-4-yl)-5-(4,4,5,5-tetramethyl-1,3,2-dioxaborolan-2-yl)pyrazolo[1,5-a]pyridine-2-carboxamide CC1=CC(=CC=2N1N=C(C2)C(=O)NC2(CCS(CC2)(=O)=O)C)B2OC(C(O2)(C)C)(C)C